C(C)(C)(C)OC(=O)N1C[C@@H](CC1)O (R)-1-N-t-butyloxycarbonyl-3-hydroxypyrrolidine